ClC=1C=C2COCCCN3N=NC4=C3C=CC(C(C3=CC=C5CCN(C(C1C=C2)=O)CC5=C3)CC(=O)O)=C4C [18-Chloro-32-methyl-20-oxo-14-oxa-8,9,10,21-tetraazahexacyclo[19.5.3.216,19.13,7.06,10.024,28]dotriaconta-1(26),3(32),4,6,8,16,18,24,27,30-decaen-2-yl]acetic acid